1-(3-bromophenyl)-2-methylpropan-1-amine BrC=1C=C(C=CC1)C(C(C)C)N